(3-isopropyl-2-methyl-imidazol-4-yl)ethanone C(C)(C)N1C(=NC=C1C(C)=O)C